(S)-N-(7-cyano-2-(1-(6-ethoxy-5-methoxypyridin-2-yl)-2-(methylsulfonyl)ethyl)-1,3-dioxoisoindolin-4-yl)acetamide tert-Butyl-[(3R,6S)-6-ethynyltetrahydro-2H-pyran-3-yl]carbamate C(C)(C)(C)N(C(O)=O)[C@H]1CO[C@@H](CC1)C#C.C(#N)C=1C=CC(=C2C(N(C(C12)=O)[C@H](CS(=O)(=O)C)C1=NC(=C(C=C1)OC)OCC)=O)NC(C)=O